ClC1=CC(=C(COC2=C(C=C(C(=N2)C2=C(C=C(CC3=NC=4C(=NC(=CC4)C(=O)O)N3C[C@H]3OCC3)C=C2)F)F)F)C=C1)F (S)-2-(4-(6-((4-chloro-2-fluorobenzyl)oxy)-3,5-difluoropyridin-2-yl)-3-fluorobenzyl)-3-(oxetan-2-ylmethyl)-3H-imidazo[4,5-b]pyridine-5-carboxylic acid